C(C)OC(N(C=1SC(=C(C1C(NC=1N=NC(=CC1)OC)=O)CN(C)C)C1=CC=C(C=C1)[N+](=O)[O-])CC1=C(C=CC=C1F)F)=O (2,6-difluorobenzyl)-[4-dimethylaminomethyl-3-(6-methoxypyridazin-3-ylcarbamoyl)-5-(4-nitrophenyl)thiophen-2-yl]carbamic acid ethyl ester